N1(CCCCC1)C(=O)OC(N(CC1=CC=C(C=C1)OC)C=1C(=NC=CC1)Br)=O ((2-bromopyridin-3-yl) (4-methoxybenzyl) carbamoyl) piperidine-1-carboxylate